(2R,3S,4S,5R)-3-(5-chloro-3-fluoro-2,4-dimethoxyphenyl)-4,5-dimethyl-5-(trifluoromethyl)tetrahydrofuran-2-carboxylic acid ClC=1C(=C(C(=C(C1)[C@H]1[C@@H](O[C@]([C@H]1C)(C(F)(F)F)C)C(=O)O)OC)F)OC